(3S,4S)-N-[5-chloro-7-(2-methylpropyl)imidazo[4,3-f][1,2,4]triazin-2-yl]-3-fluoropiperidin-4-amine hydrochloride Cl.ClC=1N=C(N2N=C(N=CC21)N[C@@H]2[C@H](CNCC2)F)CC(C)C